hydroxy-5'-fluoroacetophenone OCC(=O)C1=CC=CC(=C1)F